((4-((4-cyanophenyl)amino)-6,7-dihydro-5H-cyclopenta[d]pyrimidin-2-yl)thio)-2-methylpropanoic acid C(#N)C1=CC=C(C=C1)NC=1C2=C(N=C(N1)SC(C(=O)O)(C)C)CCC2